racemic-(Z)-N-(4-(3-chloro-5-(4-(3-chloroacryloyl)morpholin-2-yl)phenyl)pyridin-2-yl)acetamide ClC=1C=C(C=C(C1)C1CN(CCO1)C(\C=C/Cl)=O)C1=CC(=NC=C1)NC(C)=O